C[Si](C)(C)N([Si](C)(C)C)[Li] di(trimethylsilyl)aminolithium